N=1C=NN2C1C=C(C=C2)N2C(N=CC1=C2NC=C1)NC1CCC2(OCCO2)CC1 1-([1,2,4]triazolo[1,5-a]pyridin-7-yl)-N-(1,4-dioxaspiro[4.5]decan-8-yl)-7H-pyrrolo[2,3-d]pyrimidin-2-amine